O([Si](C)(C)C(C)(C)C)[SiH](C=C)CNCC[Si](C1=CC=CC=C1)(C)C (tert-butyldimethylsiloxy)-[(dimethylphenylsilyl)ethylamino]methyl-(vinyl)silane